tert-Butyl N-[(4-fluoro-6-formyl-6,7-dihydro-5H-cyclopenta[f][1,3]benzoxazol-2-yl)methyl]-N-methyl-carbamate FC1=C2C(=CC3=C1N=C(O3)CN(C(OC(C)(C)C)=O)C)CC(C2)C=O